2-[4-BROMO-2-CHLORO-5-(1-TETRAHYDROPYRAN-2-YLPYRAZOL-3-YL)PHENOXY]ETHOXY-TERT-BUTYL-DIMETHYL-SILANE BrC1=CC(=C(OCCO[Si](C)(C)C(C)(C)C)C=C1C1=NN(C=C1)C1OCCCC1)Cl